(R)-7-(5-chloro-2-(cyclobutylamino)pyridin-4-yl)-2-(5-fluoro-2-(hydroxymethyl)benzyl)-3-(methoxymethyl)-3,4-dihydropyrrolo[1,2-a]pyrazin-1(2H)-one ClC=1C(=CC(=NC1)NC1CCC1)C=1C=C2N(C[C@@H](N(C2=O)CC2=C(C=CC(=C2)F)CO)COC)C1